[K+].C(CCC)C(C(=O)[O-])C(=O)[O-].[K+] 2-butylmalonic acid potassium salt